tert-Butyl 4-[5-(1-methoxy-3-methyl-1-oxobutan-2-yl)-1,2-oxazol-3-yl]piperidine-1-carboxylate COC(C(C(C)C)C1=CC(=NO1)C1CCN(CC1)C(=O)OC(C)(C)C)=O